2-[[2-(2-methoxyphenyl)acetyl]amino]-4-[2-phenoxyethyl-[4-(5,6,7,8-tetrahydro-1,8-naphthyridin-2-yl)butyl]amino]butanoic acid COC1=C(C=CC=C1)CC(=O)NC(C(=O)O)CCN(CCCCC1=NC=2NCCCC2C=C1)CCOC1=CC=CC=C1